C1(CC1)C1=C(C(=NO1)C1=C(C=CC=C1Cl)Cl)COC1C[C@H]2CC[C@@H](C1)N2C2=NOC(=N2)C2=CC=C(S2)C(=O)O 5-(3-((1r,3r,5s)-3-((5-cyclopropyl-3-(2,6-dichlorophenyl)isoxazol-4-yl)methoxy)-8-azabicyclo[3.2.1]octan-8-yl)-1,2,4-oxadiazol-5-yl)thiophene-2-carboxylic acid